(S)-2-((5-fluoropyrimidin-2-yl)amino)-4-((2-((2-methylpyridin-3-yl)oxy)ethyl)(4-(5,6,7,8-tetrahydro-1,8-naphthyridin-2-yl)butyl)amino)butanoic acid FC=1C=NC(=NC1)N[C@H](C(=O)O)CCN(CCCCC1=NC=2NCCCC2C=C1)CCOC=1C(=NC=CC1)C